4-(3-methylbenzyl)-1H-pyrazole hydrochloride Cl.CC=1C=C(CC=2C=NNC2)C=CC1